(1S,3S)-Isopropyl 3-((6-(5-(bromomethyl)-1-methyl-1H-pyrazol-4-yl)-2-methylpyridin-3-yl)oxy)cyclohexanecarboxylate BrCC1=C(C=NN1C)C1=CC=C(C(=N1)C)O[C@@H]1C[C@H](CCC1)C(=O)OC(C)C